9,9-bis(5-glycidyloxy-1-naphthyl)fluorene C(C1CO1)OC1=C2C=CC=C(C2=CC=C1)C1(C2=CC=CC=C2C=2C=CC=CC12)C1=CC=CC2=C(C=CC=C12)OCC1CO1